1-(3-methoxybenzyl)cyclopropyl ((S)-1-(((S)-4-amino-3,4-dioxo-1-((S)-2-oxopyrrolidin-3-yl)butan-2-yl)amino)-4-methyl-1-oxopentan-2-yl)carbamate NC(C([C@H](C[C@H]1C(NCC1)=O)NC([C@H](CC(C)C)NC(OC1(CC1)CC1=CC(=CC=C1)OC)=O)=O)=O)=O